CN1N=CC(=C1)C=1N=C(C=2N(C1)N=CC2)C=2C=CC(=NC2)CNC(OC(C)(C)C)=O tert-butyl ((5-(6-(1-methyl-1H-pyrazol-4-yl)pyrazolo[1,5-a]pyrazin-4-yl)pyridin-2-yl)methyl)carbamate